COC1=CC=C(C=C1)CN(C1=CC(=C(C=C1F)/C=C/C#N)F)CC1=CC=C(C=C1)OC (E)-3-[4-[bis[(4-methoxyphenyl)methyl]amino]-2,5-difluoro-phenyl]prop-2-enenitrile